C(C)(C)(C)C1NCC12CC(C2)O tert-butyl-6-hydroxy-2-azaspiro[3.3]heptane